(2R,4R)-1-(3-chloro-2-fluorobenzyl)-2-methyl-4-((3-methyl-6'-((5-methyl-1H-pyrazol-3-yl)amino)-[2,4'-bipyridin]-2'-yl)methyl)piperidine-4-carboxylic acid ClC=1C(=C(CN2[C@@H](C[C@@](CC2)(C(=O)O)CC2=NC(=CC(=C2)C2=NC=CC=C2C)NC2=NNC(=C2)C)C)C=CC1)F